CS(=O)(=O)C1=CC(=C(C(=O)NC(=N)N)C=C1S(=O)(=O)C)C N-(4,5-bis-methanesulfonyl-2-methyl-benzoyl)-guanidine